9-(3-fluoro-bicyclo[1.1.1]pent-1-yl)non-8-enoic acid FC12CC(C1)(C2)C=CCCCCCCC(=O)O